O=C1C=C2C(N=C3C=CC=CC3=C2)=N1 2-oxo-pyrrolo[2,3-b]quinoline